BrC(C(=O)O)CCBr 2,4-dibromobutyric acid